FC1=NC(=C2N=CN(C2=N1)C1OCCCC1)NCC1=CC(=C(C(=C1)F)F)F 2-fluoro-6-[(3,4,5-trifluorobenzyl)amino]-9-(tetrahydro-2H-pyran-2-yl)-9H-purine